FCC(C)(C)SC=1C(=CC=2N(C1)C=CN2)OC 6-((1-fluoro-2-methylpropan-2-yl)thio)-7-methoxyimidazo[1,2-a]pyridine